N[C@@H](CC1=CC=C(C=C1)OC1=CC=C(C=C1)O)C(=O)O.[I].[I].[I] triiodine Thyronine